C(C)(=O)N(C=1SC2=C(C1C(=O)OCC)CCC1(OCCO1)C2)CC2=C(C=CC=C2)Cl Ethyl 2-[acetyl(2-chlorobenzyl)amino]-4,7-dihydro-5H-spiro[1-benzothiophene-6,2'-[1,3]dioxolane]-3-carboxylate